(4-((S)-2,2-difluoro-7-((5-methoxy-7-methyl-1H-indol-4-yl)methyl)-7-azaspiro[3.5]nonan-6-yl)benzoyl)-D-proline FC1(CC2(C1)C[C@H](N(CC2)CC2=C1C=CNC1=C(C=C2OC)C)C2=CC=C(C(=O)N1[C@H](CCC1)C(=O)O)C=C2)F